FC(OC=C(F)F)F 2-(difluoromethoxy)-1,1-difluoroethene